R-2-benzenesulfonyl-1-(4-chlorophenyl)ethanol C1(=CC=CC=C1)S(=O)(=O)C[C@H](O)C1=CC=C(C=C1)Cl